N-(2-((2-(2,6-dioxopiperidin-3-yl)-1,3-dioxoisoindolin-4-yl)amino)-ethyl)piperidine-4-carboxamide O=C1NC(CCC1N1C(C2=CC=CC(=C2C1=O)NCCNC(=O)C1CCNCC1)=O)=O